FC=1C=NC(=NC1)C1=C(C(=CC=C1)[N+](=O)[O-])OC 5-fluoro-2-(2-methoxy-3-nitrophenyl)pyrimidine